N[C@H]1CCC[C@@H]2N(C1=O)[C@@H](CC2)C(=O)N2CC(C2)C=2C=NC=CC2 (3s,6s,9as)-6-amino-3-[3-(pyridin-3-yl)azetidine-1-carbonyl]-octahydro-1H-pyrrolo[1,2-a]azepin-5-one